C(C)S(=O)(=O)C1=C(N=C(N1C)C1=NC=CC=N1)N1CC=2C=C3C(=CC2C1=O)OC(O3)(F)F 6-(5-ethylsulfonyl-1-methyl-2-pyrimidin-2-yl-imidazol-4-yl)-2,2-difluoro-5H-[1,3]dioxolo[4,5-f]isoindol-7-one